C(C)(C)(C)OC(COC1CCN(CC1)C1CCN(CC1)C(=O)OC(C)(C)C)=O tert-butyl 4-(2-(tert-butoxy)-2-oxoethoxy)-[1,4'-bipiperidine]-1'-carboxylate